C(C1=CC=CC=C1)OCC=1C=CC=2N(C1)C=C(N2)CNC(=O)C=2N=C1N(C(C2)=O)C=CC=C1 N-({6-[(benzyloxy)methyl]imidazo[1,2-a]pyridin-2-yl}methyl)-4-oxo-4H-pyrido[1,2-a]pyrimidine-2-carboxamide